N[C@H](C(=O)NC(CNC(=O)[C@]1([C@@H](CC[C@H](C1)C)C(C)C)O)C1=CC=CC=C1)C (1S,2S,5R)-N-(2-((S)-2-aminopropanamido)-2-phenylethyl)-1-hydroxy-2-isopropyl-5-methylcyclohexane-1-carboxamide